p-nitrophenol carbonate C(O)(=O)OC1=CC=C(C=C1)[N+](=O)[O-]